ClC1=CC=CC(=N1)NC1=NC(=NC(=N1)Cl)OC1=CC(=CC=C1)C(F)(F)F N-(6-chloropyridin-2-yl)-4-chloro-6-(3-(trifluoromethyl)phenoxy)-[1,3,5]triazin-2-amine